bis(undec-6-yl) sebacate C(CCCCCCCCC(=O)OC(CCCCC)CCCCC)(=O)OC(CCCCC)CCCCC